Cl.CNCC(=O)N 2-(methylamino)acetamide hydrochloride